(1-cyclopropyl-1H-pyrazol-4-yl)(3-((5-(2-methoxyquinolin-6-yl)pyridin-3-yl)amino)azetidin-1-yl)methanone C1(CC1)N1N=CC(=C1)C(=O)N1CC(C1)NC=1C=NC=C(C1)C=1C=C2C=CC(=NC2=CC1)OC